N[C@@H](C)C(=O)OC(CC)CC pent-3-yl L-alaninate